N1=NC(=CC=C2C1=C1C(C=C2)=NC=N1)C(=O)[O-] Imidazobenzodiazepine-3-Carboxylate